N-Ethyl-4-(3-((2-fluoro-4,6-dimethylbenzyl)oxy)-5-(2-hydroxypropan-2-yl)thiophen-2-yl)-6-methyl-7-oxo-6,7-dihydro-1H-pyrrolo[2,3-c]pyridine-2-carboxamide C(C)NC(=O)C1=CC2=C(C(N(C=C2C=2SC(=CC2OCC2=C(C=C(C=C2C)C)F)C(C)(C)O)C)=O)N1